7-(2-((7-ethyl-1,2,3,4-tetrahydroisoquinolin-6-yl)amino)-5-(trifluoromethyl)pyrimidin-4-yl)-2,3-dihydro-5H-thieno[3,2-e][1,4]oxathiepine 1,1-dioxide C(C)C1=C(C=C2CCNCC2=C1)NC1=NC=C(C(=N1)C1=CC=2S(CCOCC2S1)(=O)=O)C(F)(F)F